[4-(carbamoylmethoxy)-2-(2,6-dioxopiperidin-3-yl)-3-oxo-2,3-dihydro-1H-isoindol-5-yl]methyl N-[4-(3,4-difluorophenoxy)phenyl]carbamate FC=1C=C(OC2=CC=C(C=C2)NC(OCC=2C(=C3C(N(CC3=CC2)C2C(NC(CC2)=O)=O)=O)OCC(N)=O)=O)C=CC1F